[Mn].[Cu].[Fe].[Co] cobalt-iron-copper-manganese